ClC1=C(C#N)C=CC(=C1)N1C(C=2N=C(N(C2C12C(NC1=CC(=CC=C12)Cl)=O)C(C)C)C=1C(=NC(=NC1)OC)OC)=O 2-chloro-4-(6-chloro-2'-(2,4-dimethoxypyrimidin-5-yl)-3'-isopropyl-2,6'-dioxo-3',6'-dihydro-5'H-spiro[indoline-3,4'-pyrrolo[3,4-d]imidazol]-5'-yl)benzonitrile